5-((3-(5-(2,3-dichlorophenyl)-4,5-dihydro-1H-pyrazole-1-carbonyl)bicyclo[1.1.1]pentan-1-yl)methoxy)pyrazine-2-carbonitrile ClC1=C(C=CC=C1Cl)C1CC=NN1C(=O)C12CC(C1)(C2)COC=2N=CC(=NC2)C#N